dinaphtho[2,1-b:1',2'-d]furan-5-sulfonic acid C1=CC=CC=2C(=CC=3OC4=C(C3C12)C1=CC=CC=C1C=C4)S(=O)(=O)O